di(2-ethylhexyl)sulfosuccinate sodium salt [Na+].C(C)C(CC(C(C(=O)[O-])S(=O)(=O)O)(C(=O)[O-])CC(CCCC)CC)CCCC.[Na+]